3-hydroxy-4-methoxy-2-(((S)-1-oxo-1-(((2S,3s)-3-phenylbutan-2-yl)oxy)propan-2-yl)carbamoyl)pyridine 1-oxide OC=1C(=[N+](C=CC1OC)[O-])C(N[C@H](C(O[C@@H](C)[C@@H](C)C1=CC=CC=C1)=O)C)=O